C(C1=CC=CC=C1)NCCC1=CNC2=CC=CC=C12 benzyl-tryptamine